ClC=1C=C(C=CC1Cl)C(C1C(OC(OC1=O)(C)C)=O)C1COC2=C(C=C(C=C2C1=O)CN1C(=NC=C1)C)C=1C(=NN(C1)C)C(F)(F)F 5-((3,4-dichlorophenyl)(6-((2-methyl-1H-imidazol-1-yl)methyl)-8-(1-methyl-3-(trifluoromethyl)-1H-pyrazol-4-yl)-4-oxochroman-3-yl)methyl)-2,2-dimethyl-1,3-dioxane-4,6-dione